C(C)(C)(C)NC(COC=1C=C(C=CC1)C1=NC2=CC=C(C=C2C(=N1)NC1=CC=C(C(=O)NC)C=C1)OCC)=O 4-((2-(3-(2-(tert-Butylamino)-2-oxoethoxy)phenyl)-6-ethoxyquinazolin-4-yl)amino)-N-methylbenzamide